COC1=NC=C(C(=N1)OC)C1=CC(=C(N=N1)C)N1C=NC(=C1)C 6-(2,4-dimethoxypyrimidin-5-yl)-3-methyl-4-(4-methyl-1H-imidazol-1-yl)pyridazine